N1=C(C=CC=C1)SCC(=O)N1C(NC(C=C1)=O)=O (2-pyridinylthio)acetyl-2,4(1H,3H)-pyrimidinedione